3,5,6-tricarboxymethyl-norbornane C(=O)(O)CC1CC2C(C(C1C2)CC(=O)O)CC(=O)O